BrC=1C=CC=C2C=CC=C(C12)NS(=O)C(C)(C)C N-(8-bromonaphthalene-1-yl)-tert-butylsulfinamide